(S)-5-chloro-6-((1-(2-fluorophenyl)ethyl)amino)-N-(thiazol-4-yl)pyridine-3-sulfonamide ClC=1C=C(C=NC1N[C@@H](C)C1=C(C=CC=C1)F)S(=O)(=O)NC=1N=CSC1